[C@@H]1([C@H](O)[C@H](O)[C@@H](C(O)C(=O)N)O1)N1C=NC=2C(N)=NC=NC12 adenosine-5'-carboxamide